FC(OCCC)F 3-(Difluoromethoxy)propan